(2S,4S)-2-Benzyl 1-Tert-Butyl 4-Azidopyrrolidine-1,2-Dicarboxylate N(=[N+]=[N-])[C@H]1C[C@H](N(C1)C(=O)OC(C)(C)C)C(=O)OCC1=CC=CC=C1